C(C)(C)NC(=O)NC(C)C N,N'-diisopropylurea